C(C=C)OC(=O)[C@]1(C=2C=CC=NC2[C@H](CC1)OCC=C)F (5S,8S)-8-(allyloxy)-5-fluoro-5,6,7,8-tetrahydroquinoline-5-carboxylic acid allyl ester